FC1=C(C(=O)[O-])C=CC=C1C=1SC(=CN1)C.[Li+].[Si](C)(C)(C(C)(C)C)OCC1=CC=C(N)C=C1 4-(tert-butyldimethylsilyloxymethyl)aniline Lithium fluoro-3-(5-methylthiazol-2-yl)benzoate